O1CCN(CC1)C1=NC(=NC(=N1)N1CCOCC1)N\N=C/C=1C=C(C(=CC1)O)O (Z)-4-((2-(4,6-dimorpholino-1,3,5-triazin-2-yl)hydrazono)methyl)benzene-1,2-diol